C1(CC1)C1=C(C(=NC(=C1)OC)N)F cyclopropyl-3-fluoro-6-methoxy-pyridin-2-amine